OC(COC=1C=C2CCC3=C(N=C(S3)NC(CC3=CC=C(OC4=NC=CC=C4C(=O)N)C=C3)=O)C2=CC1)(C)C 2-(4-(2-((7-(2-hydroxy-2-methylpropyloxy)-4,5-dihydronaphtho[1,2-d]thiazol-2-yl)amino)-2-oxoethyl)phenoxy)pyridine-3-carboxamide